N-(6-(4-chloro-3-cyanophenyl)-1-(3-fluorophenyl)-1H-pyrazolo[3,4-d]pyrimidin-4-yl)-5-nitrothiophene-2-carboxamide ClC1=C(C=C(C=C1)C1=NC(=C2C(=N1)N(N=C2)C2=CC(=CC=C2)F)NC(=O)C=2SC(=CC2)[N+](=O)[O-])C#N